1-phenyl-3-(4-isopropyl-phenyl)-5-(4-tert-butyl-phenyl)-dihydropyrazole C1(=CC=CC=C1)N1NC(C=C1C1=CC=C(C=C1)C(C)(C)C)C1=CC=C(C=C1)C(C)C